NC=1N(C(=CC1)C1CC1)C1=C(C(=CC=C1C)O)C 2-amino-5-cyclopropyl-1-(3-hydroxy-2,6-dimethyl-phenyl)pyrrole